(1S,3R)-4'-Chloro-5'-(2-fluoro-3-(3-oxomorpholino)phenyl)-3-methyl-1',2'-dihydrospiro[cyclopentane-1,3'-pyrrolo[2,3-b]pyridine]-3-carboxamide ClC1=C2C(=NC=C1C1=C(C(=CC=C1)N1C(COCC1)=O)F)NC[C@@]21C[C@@](CC1)(C(=O)N)C